N-(2-(3-hydroxy-3-methylbutyl)-6-(4-((2-(methylamino)-2-oxoethyl)carbamoyl)phenyl)-2H-indazol-5-yl)-3-nitrobenzamide OC(CCN1N=C2C=C(C(=CC2=C1)NC(C1=CC(=CC=C1)[N+](=O)[O-])=O)C1=CC=C(C=C1)C(NCC(=O)NC)=O)(C)C